ClC1=C2C(=CNC2=C(C=C1)N1CCC(CC1)C1=NC=C(C=C1)N1CCC(CC1)C(OCCCC)OCCCC)C#N 4-chloro-7-(4-{5-[4-(dibutoxymethyl)piperidin-1-yl]pyridin-2-yl}piperidin-1-yl)-1H-indole-3-carbonitrile